tin oxide erbium [Er].[Sn]=O